C(=O)O.C#CC 1-propyne formate